COC1=CC=C(C=C1)CN(C1=NC=CC=C1[C@@H](C)NCCO)CC1=CC=C(C=C1)OC 2-[[(1R)-1-[2-[bis[(4-methoxyphenyl)methyl]amino]-3-pyridyl]ethyl]amino]ethanol